FC1=C(N=CC2=C1N=C(N=C2N2C[C@@H]1CC[C@H](C2)C1C(=O)OC1=C(C=CC=C1)F)OCC12CCCN2CCC1)C1=CC=CC2=CC=CC(=C12)F 2-fluorophenyl (1R,5S,8s)-3-(8-fluoro-7-(8-fluoronaphthalen-1-yl)-2-((tetrahydro-1H-pyrrolizin-7a(5H)-yl)methoxy)pyrido[4,3-d]pyrimidin-4-yl)-3-azabicyclo[3.2.1]octane-8-carboxylate